NN1C(=NC(=C1C(=O)N)C1=CC=C(C=C1)C(NC1=NC=CC(=C1)C(C)C)=O)[C@H]1NCCCC1 (S)-1-amino-4-(4-((4-isopropylpyridin-2-yl)carbamoyl)phenyl)-2-(piperidin-2-yl)-1H-imidazole-5-carboxamide